nonanediol decanoate C(CCCCCCCCC)(=O)OC(CCCCCCCC)O